Cl.Cl.C(N)(=N)NCCCC[C@H](N)C(=O)OCC1=CC(=NC(=C1)Cl)Cl (2,6-Dichloropyridin-4-yl)methyl N6-carbamimidoyl-L-lysinate dihydrochloride